O1CC(C1)OC1=NC(=NC=C1C(F)(F)F)N[C@H]1CN(CCC1)C=1C2=C(N=CN1)CNCC2 (R)-4-(oxetan-3-yloxy)-N-(1-(5,6,7,8-tetrahydropyrido[3,4-d]pyrimidin-4-yl)piperidin-3-yl)-5-(trifluoromethyl)pyrimidin-2-amine